1-(1-(2-chloro-5-((1-(2,2-difluoroethyl)-1H-pyrazol-4-yl)ethynyl)pyridin-4-yl)-4-methylpiperidin-4-yl)-N,N-dimethylamine ClC1=NC=C(C(=C1)N1CCC(CC1)(C)CNC)C#CC=1C=NN(C1)CC(F)F